N1C=NC(=C1)C1CN(CCC1)C1=CC(=NC=N1)C1=CN=C2N1N=C(C=C2)C(F)F 3-(6-(3-(1H-Imidazol-4-yl)piperidin-1-yl)pyrimidin-4-yl)-6-(difluoromethyl)imidazo[1,2-b]pyridazine